5-[2-(ethylthio)propyl]-2-propionyl-1,3-cyclohexanedione C(C)SC(CC1CC(C(C(C1)=O)C(CC)=O)=O)C